C1(CC1)C=C(C#N)C#N 2-(cyclopropylmethylene)malononitrile